ethyl N-acetyl-S-(4-isopropyl-1-methylcyclohex-3-en-1-yl)cysteinate C(C)(=O)N[C@@H](CSC1(CC=C(CC1)C(C)C)C)C(=O)OCC